ClC1=CC=C(C(=N1)C(=O)O)N[C@H](C)C1=C2N=C(C(=NC2=CC(=C1)C)C#N)N1CCN(CC1)C1=CC=CC=C1 (R)-6-chloro-3-((1-(2-cyano-7-methyl-3-(4-phenylpiperazin-1-yl)quinoxalin-5-yl)ethyl)amino)picolinic acid